COC1=C(C=NC(=C1)N1N=CC(=C1)CCN1C[C@H](OCC1)C=1C(=C2COC(C2=CC1)=O)C)C#N (R)-4-methoxy-6-(4-(2-(2-(4-methyl-1-oxo-1,3-dihydroisobenzofuran-5-yl)morpholino)ethyl)-1H-pyrazol-1-yl)pyridine-3-carbonitrile